tri(n-butoxy)aluminum C(CCC)O[Al](OCCCC)OCCCC